C(C)C1=C(C=CC=C1C(F)(F)F)B(O)O ethyl-3-(trifluoromethyl)phenylboronic acid